Tri-isobutyl(methyl)phosphonium C(C(C)C)[P+](C)(CC(C)C)CC(C)C